4-chloro-5-(4,4-difluorocyclohexyl)picolinic acid methyl ester COC(C1=NC=C(C(=C1)Cl)C1CCC(CC1)(F)F)=O